N[C@H](C=1OC2=C(N1)C=C(C=C2)[C@@H](COC)N2C(N[C@@H](C2)C(F)(F)F)=O)C2CCC(CC2)(F)F (S)-1-((S)-1-(2-((S)-amino(4,4-difluorocyclohexyl)methyl)benzo[d]oxazol-5-yl)-2-methoxyethyl)-4-(trifluoromethyl)imidazolidin-2-one